[I-].C1(CCCCC1)[N+]1=CN(C2=C1C=CC=C2)C2CCCCC2 1,3-dicyclohexylbenzimidazolium iodide